ClC1=CC=C(C=C1)C1=C(C(=NN1C1=C(C=C(C=C1)Cl)Cl)C(=O)NNC(=O)OC(C)(C)C)C tert-butyl 2-(5-(4-chlorophenyl)-1-(2,4-dichlorophenyl)-4-methyl-1H-pyrazole-3-carbonyl)hydrazine-1-carboxylate